C1(=CC=CC=C1)C1NCCC2=CC=CC=C12 phenyl-1,2,3,4-tetrahydroisoquinoline